1,10-dioxo-14,17,20-trioxa-2,11-diazatricosan-23-oate O=CNCCCCCCCC(NCCOCCOCCOCCC(=O)[O-])=O